ClC=1C=C(C=C2CN(C(C12)=O)C)C1=C(N=C(S1)NC(=O)N1[C@@H](CCC1)C(=O)N)C (2S)-N1-(5-(7-chloro-2-methyl-1-oxoisoindol-5-yl)-4-methylthiazol-2-yl)-pyrrolidine-1,2-dicarboxamide